CC(=CCC/C(=C/CC/C(=C/CC/C(=C/CC/C(=C/CC/C(=C/CC/C(=C/CC/C(=C/CC/C(=C/CC/C(=C/CC/C(=C/COP(=O)(O)O)/C)/C)/C)/C)/C)/C)/C)/C)/C)/C)C Undecaprenyl phosphate